N1=C(C=CC=C1C(=O)[O-])C=1C=NC=CC1 2,3'-bipyridine-6-carboxylate